FC(C(=O)O)(F)F.FC(C1=CC=2C3=C(C=NC2C=C1)N=C(N3[C@H]3C[C@H](OCC3)C)CN3N=NC(=C3)C)F 8-(difluoromethyl)-1-[(2R,4R)-2-methyl-tetrahydro-2H-pyran-4-yl]-2-[(4-methyl-1H-1,2,3-triazol-1-yl)methyl]-1H-imidazo[4,5-c]quinoline, trifluoroacetate salt